CN(CCNC=C1C(CC(CC1=O)C1=CSC=C1C1=CC=CC=C1)=O)C 2-(((2-(dimethylamino)ethyl)amino)methylene)-5-(4-phenylthiophen-3-yl)cyclohexane-1,3-dione